C(CCCCCCCCCCCCCCCCCCCCCCCCC)N hexacosyl-amine